[Br-].C(CCCCCCCCC)[N+](C)(C)C Decyltrimethylammonium bromide